2-(1H-indazol-6-yl)-2-methylpropanenitrile N1N=CC2=CC=C(C=C12)C(C#N)(C)C